5-((1S)-2-(Pyridin-4-yl)-1-aminoethyl-3-adamantylmethyl)-1,2,4-oxadiazol N1=CC=C(C=C1)CC(N)[C@@H](C1=NC=NO1)C12CC3CC(CC(C1)C3)C2